3-(4-fluorophenyl)aminoisobenzofuran FC1=CC=C(C=C1)NC=1OC=C2C=CC=CC12